Methyl-(3-isocyanatopropyl)dimethylsilane C[Si](C)(C)CCCN=C=O